C(C)(C)(C)NC1=NC=C2N=C(N(C2=N1)C1CCNCC1)NC1=CC(=CC(=C1)F)F N2-tert-butyl-N8-(3,5-difluorophenyl)-9-(piperidin-4-yl)-9H-purine-2,8-diamine